N1=C(C=CC=C1)C(C(=O)O)N1CCNCC1 pyridin-2-yl-piperazin-1-yl-acetic acid